4-(2-(2-Iodoethoxy)ethyl)piperidine-1-carboxylic acid tert-butyl ester C(C)(C)(C)OC(=O)N1CCC(CC1)CCOCCI